C(C)[C@H]1OC2=C(CN(C1)C(=O)OC(C)(C)C)C=C(C1=CC=CC=C12)F tert-butyl (R)-2-ethyl-7-fluoro-2,3-dihydronaphtho[2,1-f][1,4]oxazepine-4(5H)-carboxylate